Cl.CC=1N=C2N(C=C(N=C2)N)C1 2-methylimidazo[1,2-a]pyrazin-6-amine HCl salt